The molecule is a triterpene resulting from the migration of a methyl group in ring E of the oleanane precursor. It is a stereoisomer of the triterpene ursane (18alpha,19alpha,20beta-ursane). C[C@H]1CC[C@@]2(CC[C@@]3([C@@H]([C@H]2[C@@H]1C)CC[C@H]4[C@]3(CC[C@@H]5[C@@]4(CCCC5(C)C)C)C)C)C